Benzyl (4-chloro-2-fluoro-5-methylphenyl)carbamate ClC1=CC(=C(C=C1C)NC(OCC1=CC=CC=C1)=O)F